1-octylnonyl 8-[2-[[3-methyl-4-[2-[[8-(1-octylnonoxy)-8-oxo-octyl]-(6-oxo-6-undecoxy-hexyl)amino]ethylamino]-4-oxo-butanoyl]amino]ethyl-(6-oxo-6-undecoxy-hexyl) amino]octanoate CC(CC(=O)NCCN(CCCCCCCC(=O)OC(CCCCCCCC)CCCCCCCC)CCCCCC(OCCCCCCCCCCC)=O)C(=O)NCCN(CCCCCC(OCCCCCCCCCCC)=O)CCCCCCCC(=O)OC(CCCCCCCC)CCCCCCCC